C(C)(C)C1=CC=C(CNCC(C)NCC2=CC=C(C=C2)C(C)C)C=C1 N1,N2-bis(4-isopropylbenzyl)-1,2-propanediamine